O1N=C(C2=C1C=CC=C2)CC(=O)NC2=C(C=CC=C2)F 2-(benzo[d]isoxazol-3-yl)-N-(2-fluorophenyl)acetamide